FC([C@@H](C(C)(C)O)NC(OCC1=CC=CC=C1)=O)(F)F |r| (R and S)-benzyl 1,1,1-trifluoro-3-hydroxy-3-methylbutan-2-ylcarbamate